C1(CCC1)C1=CC=C2C(=C(C(=NC2=C1)O)C(=O)OC1=C(C(=C(C(=C1F)F)F)F)F)C 2,3,4,5,6-pentafluorophenyl 7-cyclobutyl-2-hydroxy-4-methylquinoline-3-carboxylate